3-(4,4-difluoropiperidin-1-yl)propanol FC1(CCN(CC1)CCCO)F